tert-butyl (4-((((4-(((3R,4R)-1-(2-cyanoacetyl)-4-methylpiperidin-3-yl) (methyl)amino)-7H-pyrrolo[2,3-d]pyrimidin-7-yl)methoxy) carbonyl)oxy)butyl)carbamate C(#N)CC(=O)N1C[C@@H]([C@@H](CC1)C)N(C=1C2=C(N=CN1)N(C=C2)COC(=O)OCCCCNC(OC(C)(C)C)=O)C